C(C)(C)(C)OC(=O)N1C(CCCC1)CCOC1=C(C=CC(=C1)OCC1=CC=CC=C1)N {2-[2-amino-5-(benzyloxy)phenoxy]ethyl}piperidine-1-carboxylic acid tert-butyl ester